OC1CC(C1)(C#N)C1=CC=C(C=C1)OC(F)(F)F 3-hydroxy-1-[4-(trifluoromethoxy)phenyl]cyclobutanecarbonitrile